C(C)(C)(C)C1(CC=C(C=C1)C(C)(C)C)OP(OC1(CC=C(C=C1)C(C)(C)C)C(C)(C)C)OC1(CC=C(C=C1)C(C)(C)C)C(C)(C)C tri(1,4-di-tert-butylphenyl)phosphorous acid